C(C)(C)(C)OC(=O)N1CC(C1)C1=CC(=NO1)Br 3-(3-Bromoisoxazol-5-yl)azetidine-1-carboxylic acid tert-butyl ester